1-(benzo[c][1,2,5]thiadiazol-5-yl)-3-(4-cyanophenyl)urea N=1SN=C2C1C=CC(=C2)NC(=O)NC2=CC=C(C=C2)C#N